NC1=CC=CC(=N1)S(=O)(=O)NC(=O)C=1C(=NC(=CC1)C(C)(C)C)N1C(C(CC1)CC1CC1)(C)C N-[(6-Amino-2-pyridyl)sulfonyl]-6-tert-butyl-2-[3-(cyclopropylmethyl)-2,2-dimethylpyrrolidin-1-yl]pyridin-3-carboxamid